zinc bis(pentyldithiocarbamate) C(CCCC)NC([S-])=S.C(CCCC)NC([S-])=S.[Zn+2]